1,2-dihydropyrrolo[1,2-b]pyridazin-7-carboxamide N1N2C(C=CC1)=CC=C2C(=O)N